6-fluoro-1-methyl-2-(2-methylpropan-1-en-1-yl)-1H-indole FC1=CC=C2C=C(N(C2=C1)C)C=C(C)C